C1(=CC=C(C=C1)C=1C=C(C2=C(OC(O2)O)C1)O)C 6-p-tolylbenzo[1,3]dioxol-diol